NC=1C=C(C=CC1)C=1C=CC=C2C=NC(=NC12)NC1=C(C(=C(C=C1)N1CCN(CC1)CCO)F)F 2-(4-(4-((8-(3-Aminophenyl)quinazolin-2-yl)amino)-2,3-difluorophenyl)piperazin-1-yl)ethan-1-ol